Cl.FC(C=1C(=C(C=CC1)[C@@H](C)N)C)(F)F (1R)-1-(3-(trifluoromethyl)-2-methylphenyl)ethylamine hydrochloride